C(C)(C)(C)C1=C(C=NC=C1)C(C(=O)O)N1CC(C1)OCCCCCC1=NC=2NCCCC2C=C1 2-(4-(tert-butyl)pyridin-3-yl)-2-(3-((5-(5,6,7,8-tetrahydro-1,8-naphthyridin-2-yl)pentyl)oxy)azetidin-1-yl)acetic acid